C=CCCCCCCCCCC dodec-ene